FC1(OC2=C(O1)C=CC(=C2)[C@H](C)OC2=NC=CC(=C2)N2N=C(C1=C2N(CCC1)CC1CCC(CC1)C(=O)O)C(F)(F)F)F 4-((1-(2-((S)-1-(2,2-difluorobenzo[d][1,3]dioxol-5-yl)ethoxy)pyridine-4-yl)-3-(trifluoromethyl)-1,4,5,6-tetrahydro-7H-pyrazolo[3,4-b]pyridine-7-yl)methyl)cyclohexane-1-carboxylic acid